OC1N(C(C=2N=C(N=CC21)SC)=O)C2=CC=C(C=C2)OC 5-hydroxy-6-(4-methoxyphenyl)-2-(methylsulfanyl)-5,6-dihydro-7H-pyrrolo[3,4-d]pyrimidin-7-one